1,1'-(3,3'-diethyl[1,1'-biphenyl]-4,4'-diyl)bis{4-amino-3-[(E)-diazenyl]naphthalene-2-sulfonic acid} C(C)C=1C=C(C=CC1C1=C(C(=C(C2=CC=CC=C12)N)\N=N\[H])S(=O)(=O)O)C1=CC(=C(C=C1)C1=C(C(=C(C2=CC=CC=C12)N)\N=N\[H])S(=O)(=O)O)CC